N[C@@H](C(C)C)C(=O)OC1=CC2=CC=CC=C2C=C1 naphthalen-2-yl L-valinate